N-(4-fluorophenyl)-N-methylacetamide FC1=CC=C(C=C1)N(C(C)=O)C